NC1=NNC2=C1N=CO2 amino-oxazolopyrazole